CCCCCCCC/C=C\CCCCCCCC(=O)OC[C@H](COP(=O)([O-])OCC[N+](C)(C)C)O 1-(9Z-Octadecenoyl)-sn-glycero-3-phosphocholine